5,7-dichloro-1'-(2-{1-[(cis)-3-hydroxy-3-methylcyclobutyl]-7-(trifluoromethyl)-1H-1,3-benzimidazol-5-yloxy}ethyl)-1H,2H-spiro[2λ6,1-benzisothiazole-3,4'-piperidine]-2,2-dione ClC=1C=C(C2=C(C1)C1(CCN(CC1)CCOC1=CC3=C(N(C=N3)C3CC(C3)(C)O)C(=C1)C(F)(F)F)S(N2)(=O)=O)Cl